methyl 4-(4-methylpiperazin-1-yl)-2-{[(3R,6R)-6-methyl-1-{[2-(2H-1,2,3-triazol-2-yl)phenyl]carbonyl}-piperidin-3-yl]oxy}pyridine-3-carboxylate CN1CCN(CC1)C1=C(C(=NC=C1)O[C@H]1CN([C@@H](CC1)C)C(=O)C1=C(C=CC=C1)N1N=CC=N1)C(=O)OC